3-triethoxysilylpropyl-1-octylsulfide C(C)O[Si](CCCSCCCCCCCC)(OCC)OCC